COC(C(C1=CC=C(C=C1)OC)C1=NC(=NC=C1C=O)SC)=O 2-(5-formyl-2-(methylthio)pyrimidin-4-yl)-2-(4-methoxyphenyl)acetic acid methyl ester